NC=1C=2N(C3=C(C=C(C=C3N1)C=1C=NN(C1C1=C(C(=CC(=C1C#N)OC1CC1)Cl)F)C)C#N)C=NC2 4-amino-7-(5-(3-chloro-6-cyano-5-cyclopropyloxy-2-fluorophenyl)-1-methyl-1H-pyrazol-4-yl)imidazo[1,5-a]quinoxaline-9-carbonitrile